O[C@H]1C[C@@H](CCC1)NC(OC(C)(C)C)=O tert-butyl ((1R,3R)-3-hydroxycyclohexyl)carbamate